C1(=CC(=CC=C1)OCSCC=1NC(NC1)=S)C 4-(m-tolyloxymethylthiomethyl)1,3-dihydroimidazole-2-thione